tert-butyl (2-(methyl(7-(trifluoromethyl)isochroman-4-yl)carbamoyl)-6,8-dihydro-1H-furo[3,4-d]pyrrolo[3,2-b]pyridin-5-yl)carbamate CN(C(=O)C1=CC2=NC(=C3C(=C2N1)COC3)NC(OC(C)(C)C)=O)C3COCC1=CC(=CC=C31)C(F)(F)F